N1C(=O)NC=2N=CCC2C1=O 7-deaza-xanthine